(n-propylcyclopentadienyl)(pentamethylcyclopentadienyl)zirconium dichloride [Cl-].[Cl-].C(CC)C1(C=CC=C1)[Zr+2]C1(C(=C(C(=C1C)C)C)C)C